(S)-N-(3-aminopropyl)-N-(4-fluorophenyl)-1-(6-methyl-4-(trifluoromethyl)pyridin-2-yl)pyrrolidine-2-carboxamide NCCCN(C(=O)[C@H]1N(CCC1)C1=NC(=CC(=C1)C(F)(F)F)C)C1=CC=C(C=C1)F